S1C(=CC=C1)C1=NC=2C(=C3C(=NC2)NC=C3)N1C=1C=NN(C1)CCC#N 3-(4-(2-(Thiophen-2-yl)imidazo[4,5-d]pyrrolo[2,3-b]pyridin-1(6H)-yl)-1H-pyrazol-1-yl)propanenitrile